(3-(hydroxyimino)propyl)(isobutyl)phosphinic acid ON=CCCP(O)(=O)CC(C)C